CC1(OC1C\C=C(/C=C)\C)C 2,2-dimethyl-3-[(2Z)-3-methyl-2,4-pentadien-1-yl]oxirane